FC=1C(=CC=2C3=C(C=NC2C1)COC3)C(=O)NC 7-fluoro-N-methyl-1,3-dihydrofuro[3,4-c]quinoline-8-carboxamide